1-(5Z,8Z,11Z,14Z-eicosatetraenoyl)-2-pentadecanoyl-glycero-3-phosphoserine CCCCCCCCCCCCCCC(=O)O[C@H](COC(=O)CCC/C=C\C/C=C\C/C=C\C/C=C\CCCCC)COP(=O)(O)OC[C@@H](C(=O)O)N